N1=CN=C(C2=C1NC=C2)NC=2C=C(C=CC2N2CCOCC2)C#CC(C)(O)C=2SC=CC2 4-(3-((7H-pyrrolo[2,3-d]pyrimidin-4-yl)amino)-4-morpholinophenyl)-2-(thiophen-2-yl)but-3-yn-2-ol